trans-tert-butyl 3-(2-bromo-6-chloropyridin-4-yl)-2-(methoxymethyl)piperazine-1-carboxylate BrC1=NC(=CC(=C1)[C@H]1[C@@H](N(CCN1)C(=O)OC(C)(C)C)COC)Cl